ClC1=C(COC2=NC=CC(=C2)CN)C=CC=C1 (2-((2-chlorobenzyl)oxy)pyridin-4-yl)methanamine